tert-butyl (2-hydroxy-4-(4-methylthiazol-5-yl)benzyl)carbamate OC1=C(CNC(OC(C)(C)C)=O)C=CC(=C1)C1=C(N=CS1)C